CCC(CC)O[C@@H]1C=C(C[C@@H]2O[C@H]12)C(=O)OCC ethyl (1S,5R,6S)-5-(pentane-3-yloxy)-7-oxabicyclo[4.1.0]hept-3-ene-3-carboxylate